1,2-bis(diisopropylphosphino)ethane methyl-2-(bromomethyl)-3-(tert-butyldimethylsilyloxy)benzoate COC(C1=C(C(=CC=C1)O[Si](C)(C)C(C)(C)C)CBr)=O.C(C)(C)P(CCP(C(C)C)C(C)C)C(C)C